diiodo-p-xylenesulfonic acid IC=1C(C(C=CC1C)(C)S(=O)(=O)O)I